O[C@@H]1[C@H](CCCC1)C=1NC(C2=C(N1)C(=NC(=C2)C2=CC=C(C=C2)C(F)(F)F)C=2C=NC=CC2)=O ((1R,2S)-2-hydroxycyclohexyl)-8-(pyridin-3-yl)-6-(4-(trifluoromethyl)phenyl)pyrido[3,4-d]pyrimidin-4(3H)-one